FC1=C(C(=CC=C1)F)C1=CC=CC(=N1)OC=1C=CC(=C(C1)O)F 5-((6-(2,6-difluorophenyl)pyridin-2-yl)oxy)-2-fluorophenol